C(C)(C)(C)[C@@H]1CC=2C=C3C(=NC2CC1)SC(=N3)C(=O)NC(CCN3CCCC3)C3=CC=NC=C3 (7S)-7-(tert-butyl)-N-(1-(pyridin-4-yl)-3-(pyrrolidin-1-yl)propyl)-5,6,7,8-tetrahydrothiazolo[5,4-b]quinoline-2-carboxamide